CC1=CN=C2N1C1=CC(=CC=C1N=C2NCCN)C N1-(1,8-dimethylimidazo[1,2-a]quinoxalin-4-yl)ethane-1,2-diamine